acryloxyundecylethyldichlorosilane C(C=C)(=O)OCCCCCCCCCCC[Si](Cl)(Cl)CC